(S)-5-amino-N-(7-cyano-5-fluoroisochroman-4-yl)-N-methyl-6,8-dihydro-1H-furo[3,4-d]pyrrolo[3,2-b]pyridine-2-carboxamide NC1=C2C(=C3C(=N1)C=C(N3)C(=O)N(C)[C@@H]3COCC1=CC(=CC(=C31)F)C#N)COC2